tert-butyl 5-(4-(2-(dicyanomethylene) hydrazino) phenyl)-1H-indol-1-ylcarboxylate C(#N)C(=NNC1=CC=C(C=C1)C=1C=C2C=CN(C2=CC1)C(=O)OC(C)(C)C)C#N